(S)-ethyl 2-[4-[4-amino-2-(4-fluoro-N-[2-amino-1-methyl-2-oxo-ethyl]anilino)thiazole-5-carbonyl]phenoxy]acetate NC=1N=C(SC1C(=O)C1=CC=C(OCC(=O)OCC)C=C1)N(C1=CC=C(C=C1)F)[C@H](C(=O)N)C